OC=1C(=C(C=NC1C(=O)NCC(=O)OCC)C=1C=NC=CC1)C Ethyl (5-hydroxy-4-methyl-[3,3'-bipyridine]-6-carbonyl)glycinate